copper (II) disalicylaldehyde C(C=1C(O)=CC=CC1)=O.C(C=1C(O)=CC=CC1)=O.[Cu+2]